4-(3-methoxy-4-hydroxy-phenyl)-4-[2-(acetamido)ethyl]cyclohexanedione COC=1C=C(C=CC1O)C1(CC(C(CC1)=O)=O)CCNC(C)=O